NC1=CC=2C(N3[C@@H](COC2N=C1)CC(C3)(F)F)=O (9aR)-3-amino-8,8-difluoro-8,9,9a,10-tetrahydro-5H,7H-pyrido[3,2-f]pyrrolo[2,1-c][1,4]oxazepin-5-one